The molecule is a sulfonamide that is N-(pyrimidin-2-yl)benzenesulfonamide which is substituted at position 5 of the pyrimidine ring by a 2-methoxyethoxy group. It is a hypoglycemic drug used for the treatment of diabetes mellitus. It has a role as a hypoglycemic agent. It is a member of pyrimidines, a sulfonamide and a diether. It is a conjugate acid of a glymidine(1-). COCCOC1=CN=C(N=C1)NS(=O)(=O)C2=CC=CC=C2